tert-butyl (R)-3-(2-(methylsulfonyloxy)ethyl)pyrrolidine-1-carboxylate CS(=O)(=O)OCC[C@@H]1CN(CC1)C(=O)OC(C)(C)C